FC1=NC=C(C(=N1)Cl)F 2,5-difluoro-4-chloropyrimidine